CN(CCCC(=O)NC1=CC(=C(C(=C1)C)OC1=CC(=CC(=C1)C)C=1C(=NOC1C)C)C)C 4-(dimethylamino)-N-(4-(3-(3,5-dimethylisoxazol-4-yl)-5-methylphenoxy)-3,5-dimethylphenyl)butanamide